C1(=CC=CC=C1)C=1C2=CC=CC=C2C(=C2C=CC(=CC12)N(C=1C=CC=2N(C3=CC=CC=C3C2C1)C1=CC=CC=C1)C1=CC=CC=C1)C1=CC=CC=C1 N-(9,10-Diphenyl-2-anthryl)-N,9-diPhenyl-9H-carbazole-3-amine